benzo[B]anthracene C1=CC=CC=2C1=CC1=CC3=CC=CC=C3C=C1C2